(2R)-1-[4-[(R)-amino(5-chloro-2-hydroxy-4-isopropylphenyl)methyl]piperidin-1-yl]-2,3-dihydroxypropan-1-one N[C@H](C1CCN(CC1)C([C@@H](CO)O)=O)C1=C(C=C(C(=C1)Cl)C(C)C)O